6-fluoro-5-(1-(2-fluoroethyl)-1H-benzo[d][1,2,3]triazol-6-yl)-4-methoxy-N-(1-(oxetan-3-yl)piperidin-4-yl)pyrrolo[2,1-f][1,2,4]triazin-7-d-2-amine FC=1C(=C2C(=NC(=NN2C1[2H])NC1CCN(CC1)C1COC1)OC)C=1C=CC2=C(N(N=N2)CCF)C1